N1=CC=C(C=C1)C=1C2=CC=C(N2)C(=C2C=CC(C(=C3C=CC(=C(C=4C=CC1N4)C4=CC=NC=C4)N3)C3=CC=NC=C3)=N2)C2=CC=NC=C2.[Zn] zinc 5,10,15,20-tetrakis(4-pyridyl)-21H,23H-porphyrin